FC(C=1N=C(SC1)NC(C)=O)F N-(4-(difluoromethyl)thiazol-2-yl)acetamide